ClC=1N(N=C2CCCCC12)C=1C(=CC2=C(N(C(S2)=O)C2=NC(=CC(=N2)OC)OC)C1)F 3-chloro-2-(6-fluoro-3-(4,6-dimethoxypyrimidin-2-yl)-2-oxo-2,3-dihydrobenzothiazol-5-yl)-4,5,6,7-tetrahydro-2H-indazole